(+-)-2-Methylbutyric acid CCC(C)C(=O)O